2-[(3R)-4-t-butoxycarbonylmorpholin-3-yl]acetic acid C(C)(C)(C)OC(=O)N1[C@@H](COCC1)CC(=O)O